7-(6-hydroxyhexyloxy)coumarin tert-butyl-(3-(methoxy(methyl)carbamoyl)bicyclo[1.1.1]pentan-1-yl)carbamate C(C)(C)(C)N(C(O)=O)C12CC(C1)(C2)C(N(C)OC)=O.OCCCCCCOC2=CC=C1C=CC(OC1=C2)=O